alpha-toluoyl-p-toluenesulfonate C=1(C(=CC=CC1)C(=O)CC1=CC=C(C=C1)S(=O)(=O)[O-])C